6-cyano-7-(4-methyl-6-propionylpyridin-3-yl)isoquinolin C(#N)C=1C=C2C=CN=CC2=CC1C=1C=NC(=CC1C)C(CC)=O